OC1CC(C)(C)C(=C(C1)C)\C=C\C(\C)=C\C=C\C(\C)=C\C=C\C=C(/C)\C=C\C=C(/C)\C=C\C1C(C)=CC(CC1(C)C)O 3,3'-dihydroxyl-alpha-carotene